N-(3-fluorobenzyl)acrylamide FC=1C=C(CNC(C=C)=O)C=CC1